tert-butyl (2-(2-(2-aminoethoxy)ethoxy)ethyl)(methyl)carbamate NCCOCCOCCN(C(OC(C)(C)C)=O)C